1,4-di-tert-butyl 2-methyl 2-methylpiperazine-1,2,4-tricarboxylate CC1(N(CCN(C1)C(=O)OC(C)(C)C)C(=O)OC(C)(C)C)C(=O)OC